BrC1=C(C=C(C=C1)S(=O)(=O)N1CC2CC2C1)Cl 3-((4-bromo-3-chlorophenyl)sulfonyl)-3-azabicyclo[3.1.0]Hexane